CC(C)CCCCCCCCCCCC(CC(=O)SCCNC(=O)CCNC(=O)[C@@H](C(C)(C)COP(=O)([O-])OP(=O)([O-])OC[C@@H]1[C@H]([C@H]([C@@H](O1)N2C=NC3=C(N=CN=C32)N)O)OP(=O)([O-])[O-])O)O The molecule is an acyl-CoA(4-) arising from deprotonation of the phosphate and diphosphate OH groups of 3-hydroxyisoheptadecanoyl-CoA. It is a long-chain fatty acyl-CoA(4-) and a 3-hydroxy fatty acyl-CoA(4-). It is a conjugate base of a 3-hydroxyisoheptadecanoyl-CoA.